2-amino-4-(2-furyl)-6-[[3-(trifluoromethyl)phenyl]methylamino]pyrimidine-5-carboxylic acid NC1=NC(=C(C(=N1)C=1OC=CC1)C(=O)O)NCC1=CC(=CC=C1)C(F)(F)F